methyl 3-cyano-4-[(1-methylpyrrolidin-3-yl)methoxy]benzoate C(#N)C=1C=C(C(=O)OC)C=CC1OCC1CN(CC1)C